sodium 2'-hydroxy-[1,1'-biphenyl]-2-sulfinate OC1=C(C=CC=C1)C=1C(=CC=CC1)S(=O)[O-].[Na+]